(R)-3-(5-(3-((tert-butoxycarbonyl)(cyclobutylmethyl)amino)piperidin-1-yl)pyridin-2-yl)oxetan-3-yl methanesulfonate CS(=O)(=O)OC1(COC1)C1=NC=C(C=C1)N1C[C@@H](CCC1)N(CC1CCC1)C(=O)OC(C)(C)C